(+)-epichlorohydrin C1[C@H](O1)CCl